ClC1=CC=C(C=C1)[C@H]([C@H]1O[C@H]([C@@H]([C@@H]1O)O)N1N=CC2=C1NC=NC2=NN)O (2R,3S,4R,5R)-2-((R)-(4-chlorophenyl)(hydroxy)methyl)-5-(4-hydrazineylidene-4,7-dihydro-1H-pyrazolo[3,4-d]pyrimidin-1-yl)tetrahydrofuran-3,4-diol